5-methoxy-N-(1H-pyrazol-3-yl)-N-(thiophen-3-yl)acetamide COC1=CC(=CS1)N(C(C)=O)C1=NNC=C1